1-({[(1R)-2-[(4-chloro-2-methanesulfonylphenyl)methyl]-1-(4-chlorophenyl)-7-fluoro-5-(2-hydroxypropan-2-yl)-3-oxo-2,3-dihydro-1H-isoindol-1-yl]oxy}methyl)cyclopropane-1-carboxamide ClC1=CC(=C(C=C1)CN1[C@](C2=C(C=C(C=C2C1=O)C(C)(C)O)F)(C1=CC=C(C=C1)Cl)OCC1(CC1)C(=O)N)S(=O)(=O)C